C(C)(C)(C)OC(CC1(CCN(CC1)C1=NC=C(C=C1F)N[C@H]1C(NC(CC1)=O)=O)O)=O.COC(OC)[SiH2]C1=CC(=CC=C1)C=C Dimethoxymethyl-(3-vinylphenyl)silane tert-Butyl-2-[1-[5-[[(3R)-2,6-dioxo-3-piperidyl]amino]-3-fluoro-2-pyridyl]-4-hydroxy-4-piperidyl]acetate